ClC=1C=C(C=CC1Cl)C(CN1[C@@H](C(=CC=C1)O)C)O (R)-1-(2-(3,4-dichlorophenyl)-2-hydroxyethyl)-3-hydroxy-2-methylpyridine